N-{[6-(4-cyanopyrazol-1-yl)-2-fluoro-3-methoxyphenyl]methyl}-1-[(2-isopropyl-3,4-dihydro-1H-isoquinolin-7-yl)methyl]-3-(methoxymethyl)pyrazole-4-carboxamide C(#N)C=1C=NN(C1)C1=CC=C(C(=C1CNC(=O)C=1C(=NN(C1)CC1=CC=C2CCN(CC2=C1)C(C)C)COC)F)OC